C(#N)C=1C=NN2C1C(=CC(=C2)C=2C=NN(C2)C)C=2N=CC(=NC2)N2CC1N(C(C2)C1)C(=O)OC(C)(C)C tert-butyl 3-(5-(3-cyano-6-(1-methyl-1H-pyrazol-4-yl)pyrazolo[1,5-a]pyridine-4-yl) pyrazin-2-yl)-3,6-diazabicyclo[3.1.1]heptan-6-carboxylate